hydroxyl-pyridone OC=1C(NC=CC1)=O